FC1=C(CC2(N=C(C=3C(=N2)N(NC3)C3CCNCC3)NC3=NNC(=C3)C3=CC=CC=C3)N)C=CC(=C1)F 6-(2,4-difluorobenzyl)-N4-(5-phenyl-1H-pyrazol-3-yl)-1-(piperidin-4-yl)-1H-pyrazolo[3,4-d]pyrimidine-4,6-diamine